C1(CC1)C#CC=1C=C(C=C(C1)F)N(C1=NC=2N(C3=CC=C(C(=C13)F)F)C(=NN2)C)CC(F)F N-(3-(cyclopropylethynyl)-5-fluorophenyl)-N-(2,2-difluoroethyl)-6,7-difluoro-1-methyl-[1,2,4]triazolo[4,3-a]quinazolin-5-amine